O[C@]1(CN(CC1)C1=C(C=C(C=C1)C(F)(F)F)NC(=O)C=1OC(=CC1)C1=CC=NC=C1)C (R)-N-(2-(3-hydroxy-3-methylpyrrolidin-1-yl)-5-(trifluoromethyl)phenyl)-5-(pyridin-4-yl)furan-2-carboxamide